N[C@@H](C)C=1C=CC(=NC1OC)C=1C(=C(C=CC1)C1=C(C(=CC=C1)C1=CC=C(C(=N1)OC)CNC(CNC(C)=O)(C)C)Cl)Cl (S)-N-(2-(((6-(3'-(5-(1-aminoethyl)-6-methoxypyridin-2-yl)-2,2'-dichloro-[1,1'-biphenyl]-3-yl)-2-methoxypyridin-3-yl)methyl)amino)-2-methylpropyl)acetamide